BrC=1C=C2C(=CN(C2=CC1)C(=O)OC(C)(C)C)NC(=O)OC(C)(C)C tert-Butyl 5-bromo-3-((tert-butoxycarbonyl)amino)-1H-indole-1-carboxylate